(1s,4s)-4-(5-chloro-4-((4-(((1s,4S)-4-hydroxy-4-methylcyclohexyl)oxy)-5-(trifluoromethyl)pyrimidin-2-yl)amino)-1H-pyrazol-1-yl)-1-(ethylimino)hexahydro-1λ6-thiopyran 1-oxide ClC1=C(C=NN1C1CCS(CC1)(=NCC)=O)NC1=NC=C(C(=N1)OC1CCC(CC1)(C)O)C(F)(F)F